(R)-4-methyl-N-(1-phenyl-2-(quinolin-2-yl)ethyl)benzenesulfonamide CC1=CC=C(C=C1)S(=O)(=O)N[C@H](CC1=NC2=CC=CC=C2C=C1)C1=CC=CC=C1